FC1=C(C[C@@H]2N=C(OC2)[C@H]([C@H](CC)C)NC(C)=O)C(=CC=C1)F N-((1S,2S)-1-((S)-4-(2,6-difluorobenzyl)-4,5-dihydrooxazol-2-yl)-2-methylbutyl)acetamide